6-chloro-2-{4-(difluoromethoxy)-2,6-dimethylphenyl}-2,5-dihydro-4H-pyrazolo[3,4-d]pyrimidin-4-one ClC=1NC(C=2C(N1)=NN(C2)C2=C(C=C(C=C2C)OC(F)F)C)=O